C(C)(C)(C)OC(N(C(=O)OC(C)(C)C)C1=C(C(=C(C=C1)Br)Cl)CSC)=O N-{4-bromo-3-chloro-2-[(methylthio)methyl]Phenyl}-N-(t-Butoxycarbonyl)carbamic acid tert-butyl ester